6-{3-amino-2-[(R)-cyclobutanesulfinyl]-4-(propan-2-yl)thieno[2,3-b]pyridin-6-yl}-3-methyl-3,4-dihydropyrimidin-4-one NC1=C(SC2=NC(=CC(=C21)C(C)C)C2=CC(N(C=N2)C)=O)[S@](=O)C2CCC2